N[C@@H]1[C@@H]([C@H]2CC[C@@H](C1)N2C2=C(N=C1C(=N2)NN=C1C1=C(C2=C(N(N=C2C=C1)C)Br)F)CO)F {6-[(1R,2S,3S,5S)-3-amino-2-fluoro-8-azabicyclo[3.2.1]octan-8-yl]-3-(3-bromo-4-fluoro-2-methyl-2H-indazol-5-yl)-1H-pyrazolo[3,4-b]pyrazin-5-yl}methanol